7-fluoro-5-methoxyindoline FC=1C=C(C=C2CCNC12)OC